(2-Pentadecyl-6-hydroxyphenyl)(2-hydroxy-4,5-dimethoxyphenyl)methanone C(CCCCCCCCCCCCCC)C1=C(C(=CC=C1)O)C(=O)C1=C(C=C(C(=C1)OC)OC)O